acetate (menthyl acetate) C1(CC(C(CC1)C(C)C)CC(=O)O)C.C(C)(=O)O